9-[4-(4,6-diphenyl-1,3,5-triazin-2-yl)phenyl]-9'-phenyl-9H,9'H-3,3'-biCarbazole C1(=CC=CC=C1)C1=NC(=NC(=N1)C1=CC=CC=C1)C1=CC=C(C=C1)N1C2=CC=CC=C2C=2C=C(C=CC12)C=1C=CC=2N(C3=CC=CC=C3C2C1)C1=CC=CC=C1